2-(1H-pyrrole-2-carboxamido)-N-(2,4-dimethylphenyl)-1,3-selenazole-5-carboxamide N1C(=CC=C1)C(=O)NC=1[Se]C(=CN1)C(=O)NC1=C(C=C(C=C1)C)C